C1(CCCCC1)N(C)CC1=C(C=C(C=C1)B(O)O)F (4-([CYCLOHEXYL(METHYL)AMINO]METHYL)-3-FLUOROPHENYL)BORANEDIOL